6-chloro-2,3-dimethyl-8-[3-(trifluoromethyl)-1-bicyclo[1.1.1]pentanyl]pyrido[3,4-d]pyrimidin-4-one ClC1=CC2=C(N=C(N(C2=O)C)C)C(=N1)C12CC(C1)(C2)C(F)(F)F